ClC1=NC=C(C(=N1)C1=CC=C2C(NC(C2=C1)=O)(C)C)F 6-(2-chloro-5-fluoropyrimidin-4-yl)-3,3-Dimethylisoindol-1-one